1,2,4,5-tetrafluoro-3-(trifluoromethyl)benzene FC1=C(C(=C(C(=C1)F)F)C(F)(F)F)F